CN(C(C1=CC=C(C=C1)S(N)(=O)=O)=O)C N,N-dimethyl-4-sulfamoyl-benzamide